5-(4-chloro-2-fluorophenyl)-7-((2S)-2-(1-cyclopropyl-1H-pyrazol-4-yl)-4-morpholinyl)-2-methyl-1,6-naphthyridine ClC1=CC(=C(C=C1)C1=C2C=CC(=NC2=CC(=N1)N1C[C@@H](OCC1)C=1C=NN(C1)C1CC1)C)F